C(CCCCCCCCCCCCCCC)(=O)NC(CO)C(CCCCCCCCCCCCC)O 2-hexadecanoylaminohexadecane-1,3-diol